8-(4-chloro-2-fluorophenyl)-2,3-dimethyl-6-(2-(4-methylthiazol-2-yl)morpholino)pyrimido[5,4-d]pyrimidin-4(3H)-one ClC1=CC(=C(C=C1)C1=NC(=NC2=C1N=C(N(C2=O)C)C)N2CC(OCC2)C=2SC=C(N2)C)F